tert-butyl N-[3-[[6-[3-(tert-butoxycarbonylamino)propylcarbamoyl]-4-[2-(dimethylamino)ethylcarbamoyl]pyridine-2-carbonyl]amino]propyl]carbamate C(C)(C)(C)OC(=O)NCCCNC(=O)C1=CC(=CC(=N1)C(=O)NCCCNC(OC(C)(C)C)=O)C(NCCN(C)C)=O